ClC1=C(C=CC(=C1)CNCCCCNCCNC1=NC2=C(C3=CN=CC=C13)C=CC(=C2)C(=O)N)C2=C(C=CC=C2)CO 5-((2-((4-(((2-Chloro-2'-(hydroxymethyl)-[1,1'-biphenyl]-4-yl)methyl)amino)butyl)amino)ethyl)amino)benzo[c][2,6]naphthyridine-8-carboxamide